N-(4-(3,4-dichlorophenyl)3-butyn-2-yl)-4-(hydroxyimino)piperidine-1-carboxamide ClC=1C=C(C=CC1Cl)C#CC(C)NC(=O)N1CCC(CC1)=NO